7-fluoro-4-(8-fluoro-4-(((1S,3R)-3-fluorocyclopentyl)amino)-2-(((2R,7aS)-2-fluorotetrahydro-1H-pyrrolizin-7a(5H)-yl)methoxy)-6-(trifluoromethyl)quinazolin-7-yl)benzo[d]thiazol-2-amine FC1=CC=C(C=2N=C(SC21)N)C2=C(C=C1C(=NC(=NC1=C2F)OC[C@]21CCCN1C[C@@H](C2)F)N[C@@H]2C[C@@H](CC2)F)C(F)(F)F